Vinyltetradecyltrimethoxysilane C(=C)CCCCCCCCCCCCCC[Si](OC)(OC)OC